6-((4-methylpiperazin-1-yl)methyl)picolinic acid CN1CCN(CC1)CC1=CC=CC(=N1)C(=O)O